C(C)(C)(C)OC(=O)N[C@H](C(=O)O)C1(CCCC1)C (S)-2-((tert-butoxycarbonyl)amino)-2-(1-methylcyclopentyl)acetic acid